(1R,2R,3R)-2-(chloromethyl)-5-(4-fluorobenzyl)-2-methyl-1-(1H-1,2,4-triazol-1-ylmethyl)cyclopentan-1-ol ClC[C@]1([C@@](C(CC1)CC1=CC=C(C=C1)F)(O)CN1N=CN=C1)C